N-(2-(1-((3-Azaspiro[5.5]undecan-9-yl)methyl)piperidin-4-yl)-6-(2-methoxyethyl-oxy)-2H-indazol-5-yl)-6-(trifluoromethyl)picolinamide C1CNCCC12CCC(CC2)CN2CCC(CC2)N2N=C1C=C(C(=CC1=C2)NC(C2=NC(=CC=C2)C(F)(F)F)=O)OCCOC